2-((1-(2-(3-azabicyclo[3.1.0]hexan-3-yl)-3,6-dimethyl-4-oxo-3,4-dihydroquinazolin-8-yl)ethyl)amino)benzoic acid C12CN(CC2C1)C1=NC2=C(C=C(C=C2C(N1C)=O)C)C(C)NC1=C(C(=O)O)C=CC=C1